2,2'-(ethane-1,1-diyl)bis(4,4,5,5-tetramethyl-1,3,2-dioxaborolane) C(C)(B1OC(C(O1)(C)C)(C)C)B1OC(C(O1)(C)C)(C)C